3-[4-(4-Chloro-phenyl)-thiazol-2-yl]-6-hex-yl-7-hydroxy-chromen-2-one ClC1=CC=C(C=C1)C=1N=C(SC1)C=1C(OC2=CC(=C(C=C2C1)CCCCCC)O)=O